1-(7-amino-6-cyclopropyl-3,4-dihydroisoquinolin-2(1H)-yl)-2,2,2-trifluoroethan-1-one NC1=C(C=C2CCN(CC2=C1)C(C(F)(F)F)=O)C1CC1